BrC1=CC=C(C=C1)N1CCN(CC1)C=1C=CC(=NC1)N1C(N(N=C1)CC(F)(F)F)=O 4-(5-(4-(4-bromophenyl)piperazin-1-yl)pyridin-2-yl)-2-(2,2,2-trifluoroethyl)-2,4-dihydro-3H-1,2,4-triazol-3-one